ClC=1C=C2C(=C3C1NC(NC31CCCCC1)=O)OC(=N2)CN2CCC(CC2)OC 5-chloro-2-[(4-methoxypiperidin-1-yl)methyl]-7,8-dihydro-6H-spiro[[1,3]oxazolo[5,4-f]quinazoline-9,1'-cyclohexane]-7-one